FC1CCN(CC1)C1=NN=C(O1)C(=O)N1[C@@H](C2=C(CC1)NC=N2)C2=NN1C(C(=CC=C1)C)=C2 (S)-(5-(4-fluoropiperidin-1-yl)-1,3,4-oxadiazol-2-yl)(4-(4-methylpyrazolo[1,5-a]pyridin-2-yl)-6,7-dihydro-1H-imidazo[4,5-c]pyridin-5(4H)-yl)methanone